C(C)(=O)N1CCC(CC1)COC=1C=C2CC(N3C(C2=CC1C=1SC=CN1)=CC(C(=C3)C(=O)O)=O)C(C)C 9-((1-acetylpiperidin-4-yl)methoxy)-6-isopropyl-2-oxo-10-(thiazol-2-yl)-6,7-dihydro-2H-pyrido[2,1-a]isoquinoline-3-carboxylic acid